3-(diethylamino)propyl-trimethoxysilane C(C)N(CCC[Si](OC)(OC)OC)CC